N1=CC=C2N1C=C(C=N2)CN2CCC1=CC=C(C=C21)C(=O)NC2=CC(=CC=C2)C(F)(F)F 1-(Pyrazolo[1,5-a]pyrimidin-6-ylmethyl)-N-(3-(trifluoromethyl)phenyl)indolin-6-carboxamid